(2R)-N-{3-[2-(4-chloro-3-fluorophenoxy)acetylamino]bicyclo[1.1.1]pentan-1-yl}-2-(4-chlorophenyl)-2-hydroxyacetamide ClC1=C(C=C(OCC(=O)NC23CC(C2)(C3)NC([C@H](O)C3=CC=C(C=C3)Cl)=O)C=C1)F